O1C=CC2=C1C=CC(=C2)S(=O)(=O)N2CC1=C(C2)CN(C1)C(=O)NCC1=CC(=CC=C1)OC 5-(1-Benzofuran-5-sulfonyl)-N-[(3-methoxyphenyl)methyl]-1H,2H,3H,4H,5H,6H-pyrrolo[3,4-c]pyrrole-2-carboxamide